[Br-].C(C1=CC=CC=C1)[N+]1=CC2=C(SCC(N2)=O)C=C1 6-benzyl-3-oxo-3,4-dihydro-2H-pyrido[4,3-b][1,4]thiazin-6-ium Bromide